5-((7-(5-(4-fluoro-2-methoxyphenoxy)pyrimidin-4-yl)-2,7-diazaspiro[4.4]nonan-2-yl)methyl)-1,3-dihydro-2H-benzo[d]imidazol-2-one FC1=CC(=C(OC=2C(=NC=NC2)N2CC3(CCN(C3)CC3=CC4=C(NC(N4)=O)C=C3)CC2)C=C1)OC